C(CC)C=1NC(=C(N1)C#N)C#N 2-propyl-4,5-dicyanoimidazole